N-[3-(4-{[(2S)-1-Hydroxy-3-methylbutan-2-yl]amino}-6-phenylfuro[2,3-d]pyrimidin-5-yl)phenyl]prop-2-enamide OC[C@H](C(C)C)NC=1C2=C(N=CN1)OC(=C2C=2C=C(C=CC2)NC(C=C)=O)C2=CC=CC=C2